CC1=NC(=CC(=C1)C=1NC2=CC=C(C=C2C1C(C)C)C=1SC=2CN(CCC2N1)C(=O)C1CC(N(C1)C)=O)C 4-(2-(2-(2,6-dimethylpyridin-4-yl)-3-isopropyl-1H-indol-5-yl)-4,5,6,7-tetrahydrothiazolo[5,4-c]pyridine-5-carbonyl)-1-methylpyrrolidin-2-one